N1(CCCCC1)CC(=O)O 2-(Piperidin-1-yl)acetic acid